1-[(1S)-1-phenylethyl]-1H-imidazole-4-carboxylic acid ethyl ester C(C)OC(=O)C=1N=CN(C1)[C@@H](C)C1=CC=CC=C1